1-{[6-Ethoxy-5-(3-fluorophenyl)pyridin-3-yl]methyl}-1H-1,2,4-triazol C(C)OC1=C(C=C(C=N1)CN1N=CN=C1)C1=CC(=CC=C1)F